(5-((1-(2-hydroxy-2-methylpropyl)-1H-benzo[d][1,2,3]triazol-6-yl)ethynyl)-8-(methylamino)-2,7-naphthyridin-3-yl)cyclopropanecarboxamide OC(CN1N=NC2=C1C=C(C=C2)C#CC2=C1C=C(N=CC1=C(N=C2)NC)C2(CC2)C(=O)N)(C)C